5-(hydroxy)methylcytosine OCC=1C(=NC(NC1)=O)N